dicarboxyl-4,4'-diaminobiphenyl C(=O)(O)C=1C(=C(C=CC1N)C1=CC=C(C=C1)N)C(=O)O